2-(1H-indazol-3-yl)-N,N-dimethylethan-1-amine N1N=C(C2=CC=CC=C12)CCN(C)C